4-(5-(5-chloro-1-methyl-2-oxo-1,2-dihydropyridin-3-yl)-6-(4-chlorophenyl)-2-(2,4-dimethoxypyrimidin-5-yl)-4-oxo-5,6-dihydropyrrolo[3,4-d]imidazol-1(4H)-yl)butanoic acid ClC=1C=C(C(N(C1)C)=O)N1C(C=2N(C(=NC2C1=O)C=1C(=NC(=NC1)OC)OC)CCCC(=O)O)C1=CC=C(C=C1)Cl